(S)-3-((3-(oxiran-2-ylmethoxy)phenyl)sulfonyl)propan-1-ol tert-butyl-4-(pyrimidin-4-yl)piperazine-1-carboxylate C(C)(C)(C)C1N(CCN(C1)C1=NC=NC=C1)C(=O)OCCCS(=O)(=O)C1=CC(=CC=C1)OC[C@H]1OC1